NC1=C(C(=NN1C(C)C)C1=CC=C(C=C1)CC(NC1=CC(=NO1)C=1C(=NC=CC1)C)=O)C(=O)N 5-Amino-1-isopropyl-3-[4-([[3-(2-methylpyridin-3-yl)-1,2-oxazol-5-yl]carbamoyl]methyl)phenyl]pyrazole-4-carboxamide